(S)-6-(((1-methoxyquinolin-5-yl)(1-(1-(trifluoromethyl)cyclopropyl)-1H-1,2,3-triazol-4-yl)methyl)amino)-4-(neopentylamino)quinoline-3,8-dicarbonitrile CON1CC=CC2=C(C=CC=C12)[C@@H](C=1N=NN(C1)C1(CC1)C(F)(F)F)NC=1C=C2C(=C(C=NC2=C(C1)C#N)C#N)NCC(C)(C)C